(9Z,9'Z,12Z,12'Z)-2-(((3-(diethylamino)propanoyl)oxy)methyl)propane-1,3-diylbis(octadeca-9,12-dienoate) C(C)N(CCC(=O)OCC(CCCCCC\C=C/C\C=C/CCCCCCCC(=O)[O-])CCCCCC\C=C/C\C=C/CCCCCCCC(=O)[O-])CC